C(C)C(C(C(=O)O)CC)C(=O)O.C(CCC(=O)OCC)(=O)OCC diethyl succinate (diethyl succinate)